7-(5-(5-((1R,5S)-7-acetyl-3-oxa-7,9-diazabicyclo[3.3.1]nonan-9-yl)-1,3,4-thiadiazol-2-yl)-4-(isopropylamino)pyridin-2-yl)pyrrolo[1,2-b]pyridazine-3-carbonitrile C(C)(=O)N1C[C@H]2COC[C@@H](C1)N2C2=NN=C(S2)C=2C(=CC(=NC2)C2=CC=C1N2N=CC(=C1)C#N)NC(C)C